(1-benzhydrylpiperidin-4-yl)(4-methoxyphenyl)methanol C(C1=CC=CC=C1)(C1=CC=CC=C1)N1CCC(CC1)C(O)C1=CC=C(C=C1)OC